(S)-2-cyclopropyl-1-(3-fluoro-4-methylphenyl)-N-(1-phenylethyl)ethan-1-imine C1(CC1)CC(=N[C@@H](C)C1=CC=CC=C1)C1=CC(=C(C=C1)C)F